C(CC)S(=O)(=O)[O-].C[NH+](CC)C Dimethyl-ethyl-ammonium propanesulfonate